COC=1N(C=C(N1)C)C(=O)NCC#CCC1=CC=CC=C1 2-Methoxy-4-methyl-N-(4-phenylbut-2-yn-1-yl)-1H-imidazole-1-carboxamide